FC=1C=CC=C2C=C(NC(C12)=O)CCC(=O)N1CCN(CC1)C1=NC=C(C#N)C=C1 6-(4-(3-(8-fluoro-1-oxo-1,2-dihydroisoquinolin-3-yl)propanoyl)piperazin-1-yl)nicotinonitrile